C#CC(CCCC(CCC)O)O 1-decyne-3,7-diol